C[C@@H]1N(CCOC1)C[C@H]1NCC(C1)C1=CC=C(C=C1)C(F)(F)F (3S)-3-methyl-4-(((2S)-4-(4-(trifluoromethyl)phenyl)pyrrolidin-2-yl)methyl)morpholine